FC1=C(/C=C/C=2C=NC(=NC2)NC(=O)N2CCCC3=CC=C(N=C23)C=O)C(=C(C=C1OC)OC)F (E)-N-(5-(2,6-difluoro-3,5-dimethoxystyryl)pyrimidin-2-yl)-7-formyl-3,4-dihydro-1,8-naphthyridine-1(2H)-carboxamide